COC=1C=C(CN2C(=NC=3C2=NC=C(C3)C=3C=NN(C3)C)N)C=CC1OCC=1N=C(SC1)C 3-(3-methoxy-4-((2-methylthiazol-4-yl)methoxy)benzyl)-6-(1-methyl-1H-pyrazol-4-yl)-3H-imidazo[4,5-b]pyridin-2-amine